Cl.COC=1C=C(C=C(C1)OC)C#CC1=NN(C(=C1C(=O)N)NC)C1CNCC1 3-((3,5-dimethoxyphenyl)ethynyl)-5-(methylamino)-1-(pyrrolidin-3-yl)-1H-pyrazole-4-carboxamide hydrochloride